N[C@@H]1CC(CC12CCN(CC2)C2=C(N=C1C(=N2)N(N=C1I)COCC[Si](C)(C)C)CO)(F)F {6-[(1R)-1-amino-3,3-difluoro-8-azaspiro[4.5]dec-8-yl]-3-iodo-1-{[2-(trimethylsilyl)ethoxy]methyl}-1H-pyrazolo[3,4-b]pyrazin-5-yl}methanol